C(C)(C)(C)OC(=O)N1C[C@@H](CC1)[C@H](C(=O)OC(C)(C)C)CC1=CC(=CC=C1)Br (S)-3-((R)-3-(3-bromophenyl)-1-(tert-butoxy)-1-oxopropane-2-yl)pyrrolidine-1-carboxylic acid tert-butyl ester